N-(1-(6,7-Difluoro-4-oxo-3,4-dihydrophthalazin-1-yl)ethyl)-N-ethyl-4,5-difluoro-1H-indole-2-carboxamide FC=1C=C2C(NN=C(C2=CC1F)C(C)N(C(=O)C=1NC2=CC=C(C(=C2C1)F)F)CC)=O